CN(C(OCC1C2=CC=CC=C2C=2C=CC=CC12)=O)[C@@H]1CNC[C@H]1C(NCCCCCCCCCCCCCC)=O (9H-fluoren-9-yl)methyl methyl((3S,4R)-4-(tetradecylcarbamoyl) pyrrolidin-3-yl)carbamate